Heptane dihydrochloride Cl.Cl.CCCCCCC